3-((2-amino-3-chloropyridin-4-yl)thio)propanoic acid methyl ester COC(CCSC1=C(C(=NC=C1)N)Cl)=O